CC=1SC(=CC1NC(C)=O)S(=O)(=O)N1CCSCC1 N-[2-methyl-5-(thiomorpholine-4-sulfonyl)thiophene-3-yl]acetamide